CC1C=2N(CCC1)C=CN2 8-methyl-5,6,7,8-tetrahydroimidazo[1,2-a]pyridine